C12C=CC(CC1)C2C=O bicyclo[2.2.1]hept-2-ene-7-carbaldehyde